O=C1NC(CCC1N1C(C2=CC=CC(=C2C1)N(CCCC(=O)O)C)=O)=O 4-((2-(2,6-dioxopiperidin-3-yl)-1-oxoisoindolin-4-yl)(methyl)amino)butyric acid